ClC1=C(C=C(C=C1)NC(=O)NC1=CC2=C(OC(O2)(F)F)C=C1)C(F)(F)F 1-(4-chloro-3-(trifluoromethyl)phenyl)-3-(2,2-difluorobenzo[d][1,3]dioxol-5-yl)urea